11-(Isobutoxymethyl)-8,8-dimethyl-7,10-dihydro-8H-pyrano[3'',4'':5',6']pyrido[3',2':4,5]thieno[3,2-d]pyrimidin-4(3H)-one C(C(C)C)OCC1=C2C(=NC3=C1C=1N=CNC(C1S3)=O)CC(OC2)(C)C